C(C)(=O)NC1=CC=C(C=C1)C1=CN=C(S1)NC(=O)C1CN(CC1)C#N N-(5-(4-acetamidophenyl)thiazol-2-yl)-1-cyanopyrrolidine-3-carboxamide